benzyl (2S,4R)-1-(L-valyl)-4-hydroxypyrrolidine-2-carboxylate hydrochloride Cl.N[C@@H](C(C)C)C(=O)N1[C@@H](C[C@H](C1)O)C(=O)OCC1=CC=CC=C1